O1C(CCCC1)N1N=C(C=2C=NC(=CC21)NC(C)=O)C(=C)C(F)(F)F N-(1-(tetrahydro-2H-pyran-2-yl)-3-(3,3,3-trifluoroprop-1-en-2-yl)-1H-pyrazolo[4,3-c]pyridin-6-yl)acetamide